BrC1=C(C(=C(C=C1)C=C1CN(C1)C(=O)OC(C)(C)C)C)F tert-butyl 3-[(4-bromo-3-fluoro-2-methylphenyl)methylene]azetidine-1-carboxylate